N-(7-(4-((1-methylpiperidin-4-yl)oxy)phenyl)quinolin-4-yl)benzo[d]thiazol-5-amine CN1CCC(CC1)OC1=CC=C(C=C1)C1=CC=C2C(=CC=NC2=C1)NC=1C=CC2=C(N=CS2)C1